5-(difluoromethylene)-N-((1-methylcyclobutyl)methyl)bicyclo[2.2.1]heptane-2-carboxamide FC(=C1C2CC(C(C1)C2)C(=O)NCC2(CCC2)C)F